N,N-dimethyl-7-(o-tolylsulfonyl)-7-azaspiro[3.5]nonan-2-amine CN(C1CC2(C1)CCN(CC2)S(=O)(=O)C2=C(C=CC=C2)C)C